(R)-2-((1-(2-cyano-3-(4,4-difluoro-[1,4'-bipiperidin]-1'-yl)-7-methyl-quinoxalin-5-yl)ethyl)amino)benzoic acid C(#N)C1=NC2=CC(=CC(=C2N=C1N1CCC(CC1)N1CCC(CC1)(F)F)[C@@H](C)NC1=C(C(=O)O)C=CC=C1)C